[C-]1(C=CC=C1)C(=O)O.[CH-]1C=CC=C1.[Fe+2] ferrocenecarboxylic acid